N-(4-(4-(3-cyclopropyl-5-fluorophenoxy)butyl)phenyl)piperazine-1-carboxamide hydrochloride Cl.C1(CC1)C=1C=C(OCCCCC2=CC=C(C=C2)NC(=O)N2CCNCC2)C=C(C1)F